3-(3-chloro-5-iodophenyl)-4-(tetrahydro-2H-pyran-2-yl)-4H-1,2,4-triazole ClC=1C=C(C=C(C1)I)C1=NN=CN1C1OCCCC1